1-(5-bromopyridin-2-yl)-4-(hydroxymethyl)-N-isobutylpiperidine-4-carboxamide BrC=1C=CC(=NC1)N1CCC(CC1)(C(=O)NCC(C)C)CO